COC[C@H](C1=CC2=C(N(C=N2)COCC[Si](C)(C)C)C=C1)N1C(C2=CC=CC=C2C1=O)=O (S)-2-(2-methoxy-1-(1-((2-(trimethylsilyl)ethoxy)methyl)-1H-benzo[d]imidazol-5-yl)ethyl)isoindoline-1,3-dione